N[C@@H]1CC[C@@H](N(C1)C(=O)C1=CC2=C(N(C(=N2)C2=CC=3C(=NC(=CC3)N3C(C=CC=C3C)=O)N2CC2CC2)C)C(=C1)OC)C 1-(2-(5-((2S,5R)-5-amino-2-methylpiperidine-1-carbonyl)-7-methoxy-1-methyl-1H-benzo[d]imidazol-2-yl)-1-(cyclopropylmethyl)-1H-pyrrolo[2,3-b]pyridin-6-yl)-6-methylpyridin-2(1H)-one